2,6-dichloro-4-methyl-N-(1,2,4-thiadiazol-5-yl)pyridine-3-carboxamide ClC1=NC(=CC(=C1C(=O)NC1=NC=NS1)C)Cl